C(C(=C)C)(=O)OCCP(=O)=C(O)C[N+](C)(C)C MethacryloyloxyethylenePhosphorylcholine